N[C@H](C(=O)OC[C@H]1O[C@@]([C@@H]([C@@H]1OC(CC1CCCCC1)=O)O)(C#N)C1=CC=C2C(=NC=NN21)NC(C)=O)C(C)(C)C ((2R,3S,4R,5R)-5-(4-acetamidopyrrolo[2,1-f][1,2,4]triazin-7-yl)-5-cyano-3-(2-cyclohexylacetoxy)-4-hydroxytetrahydrofuran-2-yl)methyl (S)-2-amino-3,3-dimethylbutanoate